ClC1=C(C=CC=C1)C#CC=1C(=CC2=C(NC(=N2)C2=CC=C(C=C2)/C=C/C(=O)NO)C1)N1CCN(CC1)C (E)-3-(4-(6-((2-chlorophenyl)ethynyl)-5-(4-methylpiperazin-1-yl)-1H-benzimidazol-2-yl)phenyl)-N-hydroxyacrylamide